[Cl-].C(CCCCCCCCC)N1CN(C=C1)C=C 1-decyl-3-vinyl-imidazole chloride salt